NOC(C(=O)O)CCC 2-(aminooxy)pentanoic acid